5-methyl-3-(methylsulfonyl)pyrrolidine-1-carboxylic acid methyl ester COC(=O)N1CC(CC1C)S(=O)(=O)C